(3-bromo-2-iodophenoxy)-1-(4-chloro-2-fluorophenyl)ethan-1-ol BrC=1C(=C(OC(C)(O)C2=C(C=C(C=C2)Cl)F)C=CC1)I